aminopyrimidinic acid potassium salt [K+].NC1=NC(=NC=C1)C(=O)[O-]